COC1=C(C=C(C=C1)C)NC1N(C(=NC(=N1)N)N1CCOCC1)C1=CC=CC=C1 N-(2-Methoxy-5-methylphenyl)-6-morpholin-4-yl-N1-phenyl-[1,3,5]triazine-2,4-diamine